FC=1C=CC=C2C3(C(C(SC12)([2H])[2H])[2H])N=C1N(C=C(C=C1)C#N)C3 8'-fluoro-3H-spiro[imidazo[1,2-a]pyridine-2,4'-thiochromane]-6-carbonitrile-2',2',3'-d3